4-(5-fluoro-2-methoxy-4-nitrophenyl)piperazine-1-carboxylic acid tert-butyl ester C(C)(C)(C)OC(=O)N1CCN(CC1)C1=C(C=C(C(=C1)F)[N+](=O)[O-])OC